CSC=1NC(C2=C(N1)OC1(CC2)CC2=CC=CC=C2C1)=O 2'-(methylthio)-1,3,5',6'-tetrahydrospiro[indene-2,7'-pyrano[2,3-d]pyrimidin]-4'(3'H)-one